OC(=O)C(F)(F)F.ONC(C1=CC=C(C=C1)S(=O)(=O)N1CCC(CC1)CNC1C(C1)C1=CC=CC=C1)=O N-hydroxy-4-((4-(((2-phenylcyclopropyl)amino)methyl)piperidin-1-yl)sulfonyl)benzamide TFA Salt